3-(4-(4-fluoro-3-methylphenyl)-7-hydroxy-3-isopropyl-1-oxoisoquinolin-2(1H)-yl)propionic acid FC1=C(C=C(C=C1)C1=C(N(C(C2=CC(=CC=C12)O)=O)CCC(=O)O)C(C)C)C